N1N=C(C=C1)C1NC=CC2=CC=CC=C12 pyrazolyldihydroisoquinoline